FC1(CN(C[C@H](C1)C=1C(=NC(=CC1)C=1N=NN(C1CN1C(C=CC(=C1)CCC)=O)C)C)CC(=O)O)F |o1:5| (R) or (S)-2-(3,3-difluoro-5-(2-methyl-6-(1-methyl-5-((2-oxo-5-propylpyridin-1(2H)-yl)methyl)-1H-1,2,3-triazol-4-yl)pyridin-3-yl)piperidin-1-yl)acetic acid